Cl.NC1(C(C(CCC1)O)=O)C1=C(C=CC(=C1)Cl)F 2-amino-2-(5-chloro-2-fluorophenyl)-6-hydroxycyclohexane-1-one hydrochloride